N-(triethylammonium sulfonyl)carbamate C(C)[N+](S(=O)(=O)NC([O-])=O)(CC)CC